N-(4-methoxy-3-nitrophenyl)acetamide COC1=C(C=C(C=C1)NC(C)=O)[N+](=O)[O-]